1-(2,6-difluoro-4-(methylthio)benzyl)-6-methyl-7-phenyl-1,3-dihydro-2H-imidazo[4,5-c]pyridin-2-one FC1=C(CN2C(NC=3C=NC(=C(C32)C3=CC=CC=C3)C)=O)C(=CC(=C1)SC)F